N-[(9S,13S)-10,16-difluoro-3,9-dimethyl-8-oxo-3,4,7-triazatricyclo[12.3.1.02,6]octadeca-1(18),2(6),4,14,16-pentaen-13-yl]carbamate FC1[C@H](C(NC=2C=NN(C2C=2C=C(C=C([C@H](CC1)NC([O-])=O)C2)F)C)=O)C